8-Benzyl-2-((5-cyclopropylfuran-2-yl)methyl)-6-phenylimidazo[1,2-a]pyrazin-3(7H)-on C(C1=CC=CC=C1)C1=C2N(C=C(N1)C1=CC=CC=C1)C(C(=N2)CC=2OC(=CC2)C2CC2)=O